C(#N)C[C@@H]1N(CCN(C1)C=1C2=C(N=C(N1)Cl)C(=C(N=C2)Cl)F)C(=O)OC(C)(C)C tert-butyl (S)-2-(cyanomethyl)-4-(2,7-dichloro-8-fluoropyrido[4,3-d]pyrimidin-4-yl)piperazine-1-carboxylate